6-chloro-4-((3-fluoro-2-(N-methylmethylsulfonamido)phenyl)amino)-N-methoxynicotinamide ClC1=NC=C(C(=O)NOC)C(=C1)NC1=C(C(=CC=C1)F)N(S(=O)(=O)C)C